(trifluoromethyl)bis(2,4,6-trimethylphenyl)sulfanium trifluoromethanesulfonate FC(S(=O)(=O)[O-])(F)F.FC(F)(F)[S+](C1=C(C=C(C=C1C)C)C)C1=C(C=C(C=C1C)C)C